N-(4-((3-(2-((5-(difluoromethyl)piperidin-3-yl)amino)pyrimidin-4-yl)pyridin-2-yl)oxy)-2,3,6-trifluorophenyl)-1-phenylmethanesulfonamide FC(C1CC(CNC1)NC1=NC=CC(=N1)C=1C(=NC=CC1)OC1=C(C(=C(C(=C1)F)NS(=O)(=O)CC1=CC=CC=C1)F)F)F